N1N=NN=C1[C@@H]1CC2=CC[C@H]3[C@@H]4CC=C([C@@]4(C)CC[C@@H]3[C@]2(CC1)C)N1C=NC2=C1C=CC=C2 3β-(1H-Tetrazol-5-yl)-17-(1H-benzimidazol-1-yl)androsta-5,16-dien